3,9-difluoro-2,10-dihydroxy-12,13-dihydro-5H-indolo[2,3-a]pyrrolo[3,4-c]carbazole-5,7(6H)-dione FC1=CC2=C(C=C1O)NC1=C2C2=C(C=3C4=CC(=C(C=C4NC13)O)F)C(NC2=O)=O